FC(F)CC(=O)N(N)C1=CC=C(C=C1)F difluoromethyl-N-(4-fluorophenyl)acethydrazide